C(C1=CC=CC=C1)OC1=C(C(=CC(=C1)NC1=NC=C(C=N1)Cl)F)N1CC(NS1(=O)=O)=O 5-[2-benzyloxy-4-[(5-chloropyrimidin-2-yl)amino]-6-fluoro-phenyl]-1,1-dioxo-1,2,5-thiadiazolidin-3-one